Ethyl 2-(5-ethylthio-1,2,4-thiadiazol-3-yl)acetate C(C)SC1=NC(=NS1)CC(=O)OCC